FC1(CCC(CC1)N1N=CC(=C1)[N+](=O)[O-])F 1-(4,4-Difluorocyclohexyl)-4-nitropyrazole